4-trimethoxysilylbutyraldehyde CO[Si](CCCC=O)(OC)OC